(E)-6-(2-amino-4-methylthiazol-5-yl)-3-(2-(pyridin-2-yl)vinyl)-1H-indazole-1-carboxylic acid tert-butyl ester C(C)(C)(C)OC(=O)N1N=C(C2=CC=C(C=C12)C1=C(N=C(S1)N)C)\C=C\C1=NC=CC=C1